(3-(pyridin-2-ylamino)azetidin-1-yl)(5-(4-(trifluoromethyl)phenoxy)naphthalen-2-yl)methanone N1=C(C=CC=C1)NC1CN(C1)C(=O)C1=CC2=CC=CC(=C2C=C1)OC1=CC=C(C=C1)C(F)(F)F